N1C(=NC=C1)C=1C=C(C=CC1)NC(=O)C=1C=NN2C1N=CC(=C2)NC(CC2CC2)=O N-(3-(1H-imidazol-2-yl)phenyl)-6-(2-cyclopropylacetamido)pyrazolo[1,5-a]pyrimidine-3-carboxamide